COC(/C(=C/OC1=CC2=C(N(CC(CS2(=O)=O)(CCCC)CCCC)C2=CC=CC=C2)C=C1Cl)/F)=O.C[SiH](C1=CC=C(C=C1)OC)C1=CC=C(C=C1)OC methyl-bis(4-methoxyphenyl)silane methyl-(Z)-3-((3,3-dibutyl-7-chloro-1,1-dioxido-5-phenyl-2,3,4,5-tetrahydro-1,5-benzothiazepin-8-yl)oxy)-2-fluoroacrylate